NC1CCC(CC1)N1C(NC2=C1C=C(C(=C2)C=2C=C(C=1N(C2)N=CN1)C)C)=O 1-((1R,4R)-4-aminocyclohexyl)-6-methyl-5-(8-methyl-[1,2,4]triazolo[1,5-a]pyridin-6-yl)-1,3-dihydro-2H-benzo[d]imidazol-2-one